pentoxyaniline C(CCCC)ONC1=CC=CC=C1